COC(=O)C1=C(C=CC=C1)[N+]#N (methoxycarbonyl)benzenediazonium